1-(1-((2-(trimethylsilyl)ethoxy)methyl)-1H-benzo[d]imidazol-5-yl)azetidin-2-one C[Si](CCOCN1C=NC2=C1C=CC(=C2)N2C(CC2)=O)(C)C